The molecule is an aminoxyl (nitroxide) free radical dipalmitoyl glycerophosphoethanolamine derivative used as a hapten in immunological investigations. It is a member of aminoxyls and a glycerophospholipid. CCCCCCCCCCCCCCCC(=O)OCC(COP(=O)([O-])OCCNC(=O)COCC(=O)NCCNC1=CC(=C(C=C1[N+](=O)[O-])[N+](=O)[O-])NC2CC(N(C(C2)(C)C)[O])(C)C)OC(=O)CCCCCCCCCCCCCCC